ClC=1C=NC=C(C1)S(=O)(=O)C(C)(C)C 3-Chloro-5-[(1,1-dimethylethyl)sulfonyl]pyridine